(R)-1-(8-methoxy-9-(2-methyl-2H-tetrazol-5-yl)-1-(2-methylallyl)-5,6-dihydropyrrolo[2,1-a]isoquinoline-3-carbonyl)-2-methylazetidine-2-carbonitrile COC=1C=C2CCN3C(C2=CC1C=1N=NN(N1)C)=C(C=C3C(=O)N3[C@](CC3)(C#N)C)CC(=C)C